tert-butyl (2R)-6-(benzyloxy)-5-[(2-tert-butoxy-2-oxoethyl)(trifluoroacetyl)amino]-2-{[(cyclobutylmethyl)amino]methyl}-4-fluoro-2,3-dihydro-1H-indole-1-carboxylate C(C1=CC=CC=C1)OC1=C(C(=C2C[C@@H](N(C2=C1)C(=O)OC(C)(C)C)CNCC1CCC1)F)N(C(C(F)(F)F)=O)CC(=O)OC(C)(C)C